C(C)(=O)N1CC(C1)NC1=CC(=NC(=N1)N1CCCCC1)C(=O)NC[C@@H](O)C1N=CC2=CC(=CC=C2C1)OCOC 3-((R)-2-(6-((1-acetylazetidin-3-yl)amino)-2-(piperidin-1-yl)pyrimidine-4-carboxamido)-1-hydroxyethyl)-7-(methoxymethoxy)-3,4-dihydroisoquinoline